FC(C1=CC=C(C=C1)C=1C2=C(C(N(C1)C)=O)NC=C2)(F)F 4-(4-Trifluoromethylphenyl)-6-methyl-1,6-dihydro-7H-pyrrolo[2,3-c]pyridin-7-one